3-(7-Chloro-8-fluoro-2-((1-(((methylsulfonyl)oxy)methyl)cyclopropyl)methoxy)pyrido[4,3-d]pyrimidine-4-yl)-3,8-diazabicyclo[3.2.1]octane-8-carboxylic acid tert-butyl ester C(C)(C)(C)OC(=O)N1C2CN(CC1CC2)C=2C1=C(N=C(N2)OCC2(CC2)COS(=O)(=O)C)C(=C(N=C1)Cl)F